BrC1=CC(=C(CN2C(CN(CC2)CC)=O)C=C1)C(F)(F)F (4-bromo-2-(trifluoromethyl)benzyl)-4-ethylpiperazin-2-one